ClC1=NC(=CC(=C1)C=1C=C(C=CC1C)NC(C1=CC(=NC=C1)C(F)(F)F)=O)N1CCOCC1 N-(3-(2-chloro-6-morpholinopyridin-4-yl)-4-methylphenyl)-2-(trifluoromethyl)isonicotinamide